C(C)(C)(C)OC(=O)[C@](CCOS(=O)(=O)C)(C1=CC=CC=C1)N methanesulfonic acid (S)-3-tert-butoxycarbonyl-amino-3-phenyl-propyl ester